2-chloropyrimidine-5-carbaldehyde ClC1=NC=C(C=N1)C=O